N1=CC=CC=2CN(CCC12)C1=C(C=C(C=N1)C(=O)NCC1=C(C=NC=C1)C)C 6-(7,8-dihydro-5H-1,6-naphthyridin-6-yl)-5-methyl-N-[(3-methyl-4-pyridyl)methyl]pyridine-3-carboxamide